P(=O)(OC1=CC(=C(C(=C1)C(C)(C)C)O)C(C)(C)C)(OC1=CC(=C(C(=C1)C(C)(C)C)O)C(C)(C)C)OC1=CC(=C(C(=C1)C(C)(C)C)O)C(C)(C)C tris(3,5-di-tert-butyl-4-hydroxyphenyl) phosphate